ClC=1C=C(NC2(CCC3(C(CC4=CC=CC=C34)CC(C(F)F)COC3=CC=NC=4CCCCC34)CC2)C(=O)O)C=CC1 (1r,4r)-4-(3-chloroanilino)-2'-(3,3-difluoro-2-{[(5,6,7,8-tetrahydroquinolin-4-yl)oxy]methyl}propyl)-2',3'-dihydrospiro[cyclohexane-1,1'-indene]-4-carboxylic acid